CC(=C[C@H]1C([C@@H]1C(=O)OCC1=C(C(=C(C(=C1Br)F)C)F)Br)(C)C)C 2,6-dibromo-3,5-difluoro-4-methylbenzyl (1R)-trans-3-(2-methyl-1-propenyl)-2,2-dimethylcyclopropanecarboxylate